(2S,3R)-3-((2-aminopyridin-4-yl)methyl)-N2-(4-isothiazolyl)-N1-((R)-1-phenylpropyl)-N2-methyl-4-oxoazetidine-1,2-dicarboxamide NC1=NC=CC(=C1)C[C@@H]1[C@H](N(C1=O)C(=O)N[C@H](CC)C1=CC=CC=C1)C(=O)N(C)C=1C=NSC1